4-fluoro-1-(1,3-oxazole-5-carbonyl)-N-{phenyl[4-(propan-2-yl)phenyl]methyl}pyrrolidine-2-carboxamide FC1CC(N(C1)C(=O)C1=CN=CO1)C(=O)NC(C1=CC=C(C=C1)C(C)C)C1=CC=CC=C1